3-(3-(2,4-Difluorophenyl)-4-oxo-3,4-dihydrophthalazin-1-yl)pyridine 1-oxide FC1=C(C=CC(=C1)F)N1N=C(C2=CC=CC=C2C1=O)C=1C=[N+](C=CC1)[O-]